ethyl-1-cyclopropyl-6,7-difluoro-1,4-dihydro-4-oxo-3-quinolinecarboxylic acid C(C)C=1N(C2=CC(=C(C=C2C(C1C(=O)O)=O)F)F)C1CC1